2-(2-hydroxyethyl)-7-(2-methyl-4-(6-(trifluoromethyl)quinazolin-2-yl)phenyl)-6,7-dihydro-2H-pyrazolo[3,4-f][1,4]oxazepin-8(5H)-one OCCN1N=C2C(N(CCOC2=C1)C1=C(C=C(C=C1)C1=NC2=CC=C(C=C2C=N1)C(F)(F)F)C)=O